4-methyl-3,5-heptanedione CC(C(CC)=O)C(CC)=O